n-Hexane CCCCCC